C(C)[C@@H](C(=O)O)[C@H]1[C@H](COC=2C1=NC=CC2)C.N2(CCCCCC2)C2=C(C(=O)NC1=CC(=NC=C1)S(N)(=O)=O)C(=C(C(=N2)C)Cl)C |&1:2| 2-(Azepan-1-yl)-5-chloro-4,6-dimethyl-N-(2-sulfamoylpyridin-4-yl)nicotinamide rac-ethyl-[(3R,4R)-3-methyl-3,4-dihydro-2H-pyrano[3,2-b]pyridin-4-yl]acetate